N-decyl-N',N'-diethylurea C(CCCCCCCCC)NC(=O)N(CC)CC